CC1=C(C=NC=C1C(=O)NC1=CC(=NC=C1)C(F)(F)F)C1=C2C=CNC(C2=CC=C1)=O 4-methyl-5-(1-oxo-1,2-dihydroisoquinolin-5-yl)-N-(2-(trifluoromethyl)pyridin-4-yl)nicotinamide